NC1=NC=2N(C=C1)N=C(C2C2=CC(=NC(=C2)C)N(C)C)C=2C=C(C#N)C=CC2 3-[5-amino-3-[2-(dimethylamino)-6-methyl-4-pyridinyl]pyrazolo[1,5-a]pyrimidin-2-yl]benzonitrile